(S)-1-acetyl-2-methyl-N-(4-methyl-3-(((R)-1-(naphthalen-1-yl)ethyl)carbamoyl)phenyl)pyrrolidine-2-carboxamide C(C)(=O)N1[C@@](CCC1)(C(=O)NC1=CC(=C(C=C1)C)C(N[C@H](C)C1=CC=CC2=CC=CC=C12)=O)C